COC(C1=CC=CC(=C1)[N+](=O)[O-])=O 5-nitrobenzoic acid methyl ester